(2S,4R)-1-(2-(3-acetyl-5-(pyrazolo[1,5-a]pyrimidin-6-yl)-1H-indazol-1-yl)acetyl)-N-(3-chloro-2-fluorobenzyl)-4-fluoropyrrolidine-2-carboxamide C(C)(=O)C1=NN(C2=CC=C(C=C12)C=1C=NC=2N(C1)N=CC2)CC(=O)N2[C@@H](C[C@H](C2)F)C(=O)NCC2=C(C(=CC=C2)Cl)F